[C@H]12CN(C[C@H](CC1)N2)C=2C1=C(N=C(N2)OC[C@H]2N(CCC2)C)C(=C(N=C1)C1=C2CCC(C2=CC=C1)O)F 4-(4-((1R,5S)-3,8-diazabicyclo[3.2.1]octan-3-yl)-8-fluoro-2-(((S)-1-methylpyrrolidin-2-yl)methoxy)pyrido[4,3-d]pyrimidin-7-yl)2,3-dihydro-1H-inden-1-ol